C1(CCCCC1)N1C(C(NC2=CC=CC=C12)=O)=O 1-Cyclohexylquinoxaline-2,3(1H,4H)-dione